2-(4-chlorophenyl)-3-(4-methoxyphenyl)-6-methylbenzofuran-4-carboxylic acid ClC1=CC=C(C=C1)C=1OC=2C(C1C1=CC=C(C=C1)OC)=C(C=C(C2)C)C(=O)O